4-hydroxy-5-thiocarbonyl-imidazolate OC1=NC[N-]C1=C=S